Cl.C(C1=CC=CC=C1)N1C2=C(N(C3=C(C1=O)C=CC(=C3)Cl)CCCCNC)C=CC=C2 10-benzyl-3-chloro-5-[4-(methylamino)butyl]-5,10-dihydro-11H-dibenzo[b,e][1,4]diazepin-11-one hydrochloride